methyltriphenylphosphine gold [Au].CC1=C(C=CC=C1)P(C1=CC=CC=C1)C1=CC=CC=C1